(2S,5S)-5-{(2S,3S)-2-[2-(2-Fluoro-ethoxy)-acetylamino]-3-methyl-pentanoylamino}-4-oxo-1,2,4,5,6,7-hexahydro-azepino[3,2,1-hi]indole-2-carboxylic acid 2-methyl-benzylamide CC1=C(CNC(=O)[C@H]2N3C4=C(C=CC=C4C2)CC[C@@H](C3=O)NC([C@H]([C@H](CC)C)NC(COCCF)=O)=O)C=CC=C1